C(CCC)OC(\C=C\C(=C)C1=C(C=CC=C1)C(NC=1C=CC=C2C=CC=NC12)=O)=O (E)-4-(2-(quinolin-8-ylcarbamoyl)phenyl)penta-2,4-dienoic acid butyl ester